6-fluoro-3-methyl-1,4-oxazepan FC1CNC(COC1)C